C(C1=CC=CC=C1)SC1=NN=NN1 L-5-benzylthio-1H-tetrazole